2-(5-(2-(3-(Trifluoromethoxy)phenyl)-pyridin-4-yl)-1,2,4-oxadiazol-3-yl)pyrrolidine-1-carbonitrile FC(OC=1C=C(C=CC1)C1=NC=CC(=C1)C1=NC(=NO1)C1N(CCC1)C#N)(F)F